COC(C1=CC=C(C=C1)C1CC2(CC2)CCC1=O)=O.SC1=C(C=C(C=N1)NC(C)=O)C N-(6-mercapto-5-methylpyridin-3-yl)acetamide methyl-4-(6-oxospiro[2.5]octan-5-yl)benzoate